C(ON1C(CCC1=O)=O)(OCCC1=CC=CC=C1)=O (R)-2,5-dioxopyrrolidin-1-yl (1-phenethyl) carbonate